FC=1C=C(C=CC1F)[C@H]1[C@@H](C1)NC(=O)NC1=CC=CC=C1 1-((1r,2s)-2-(3,4-difluorophenyl)cyclopropyl)-3-phenylurea